C1(=CC=C(C=C1)C=1C=CC=C2C(=C(N(C(C12)=O)C1=CC=CC=C1)[C@H](C)NC=1C2=C(N=CN1)NC=CC2=O)Cl)C2=CC=CC=C2 (S)-4-((1-(8-([1,1'-biphenyl]-4-yl)-4-chloro-1-oxo-2-phenyl-1,2-dihydroisoquinolin-3-yl)ethyl)amino)pyrido[2,3-d]pyrimidin-5(8H)-one